ClC=1C(=C(C(=C(C1)OC1CC1)C#N)C1=C(C=NN1C)C=1C=C2C(=CNC(C2=CC1)=O)CNC(OC(C)(C)C)=O)F tert-butyl ((6-(5-(3-chloro-6-cyano-5-cyclopropoxy-2-fluorophenyl)-1-methyl-1H-pyrazol-4-yl)-1-oxo-1,2-dihydroisoquinolin-4-yl)methyl)carbamate